CNC(O[C@@H]1CC[C@H](CC1)C(N(C[C@@H]1CC[C@H](CC1)C1=CC(=C(C=C1)OC)C)C1=NC=CC(=C1)C=1C=NC(=CC1)N(C)C)=O)=O trans-4-((6-(Dimethylamino)-[3,4'-bipyridin]-2'-yl)((trans-4-(4-methoxy-3-methylphenyl)cyclohexyl) methyl)carbamoyl)cyclohexyl methylcarbamate